C(CC)N(CCC)CCCC N,N-dipropylbutylamine